NC(C)(C(CC(C(C)(C)N)C1=CC=CC=C1)O)C 2,6-diamino-2,6-dimethyl-5-phenylheptan-3-ol